[2-(2,6-dioxopiperidin-3-yl)-4-[(3R)-oxan-3-yloxy]-3-oxo-2,3-dihydro-1H-isoindol-5-yl]methyl N-[4-(3,4-difluorophenoxy)phenyl]carbamate FC=1C=C(OC2=CC=C(C=C2)NC(OCC=2C(=C3C(N(CC3=CC2)C2C(NC(CC2)=O)=O)=O)O[C@H]2COCCC2)=O)C=CC1F